BrC1=C(C2=CC(N=C2C=C1)=O)C1CCN(CC1)C(=O)O[Si](C)(C)C 5-bromo-4-(1-trimethylsiloxycarbonyl-piperidin-4-yl)-indol-2-one